NC=1N=C(C2=C(N1)NC(=C2)C2=CC=C(C=C2)CN2CC(OC(C2)C)C)C=2C(=C(C=CC2)N2C(C1=C(C=C(C=C1C=C2)C2CC2)F)=O)CO 2-[3-(2-amino-6-{4-[(2,6-dimethyl-morpholino)methyl]phenyl}-7H-pyrrolo[2,3-d]pyrimidin-4-yl)-2-(hydroxymethyl)phenyl]-6-cyclopropyl-8-fluoroisoquinolin-1(2H)-one